C1(CC1)C1=CC=C2C(=NC(N(C2=C1)C=1C(=NC=CC1)OC(F)F)=O)NC 7-cyclopropyl-1-(2-(difluoro-methoxy)pyridin-3-yl)-4-(methylamino)-quinazolin-2(1H)-one